5-(difluoromethyl)-3-(6-((6-(oxetane-3-yl)-5,6,7,8-tetrahydro-1,6-naphthyridin-2-yl)methoxy)-[1,2,4]triazolo[4,3-b]pyridazin-3-yl)isoxazole FC(C1=CC(=NO1)C1=NN=C2N1N=C(C=C2)OCC2=NC=1CCN(CC1C=C2)C2COC2)F